C(C)(C)N(C)C(C)C N,N-diisopropyl-N-methylamine